tert-butyl (S)-5-((tert-butoxycarbonyl)amino)-6-(((3-(4-decylphenyl)-1,2,4-oxadiazol-5-yl)methyl)amino)-6-oxohexanoate C(C)(C)(C)OC(=O)N[C@@H](CCCC(=O)OC(C)(C)C)C(=O)NCC1=NC(=NO1)C1=CC=C(C=C1)CCCCCCCCCC